FC1=CC(=C(C=C1)N1CN(C(C2=CC=C(C=C12)C(F)(F)F)=O)C=1C=NC=CC1)C 1-(4-fluoro-2-methylphenyl)-3-(pyridin-3-yl)-7-(trifluoromethyl)-2,3-dihydroquinazolin-4(1H)-one